NC(C(=O)OC1CCC2(C3CCC4(C(CCC4C3CC=C2C1)[C@H](C)CCCC(C)C)C)C)C 10,13-dimethyl-17-((R)-6-methylheptan-2-yl)-2,3,4,7,8,9,10,11,12,13,14,15,16,17-tetradecahydro-1H-cyclopenta[a]phenanthren-3-yl 2-aminopropanoate